2-[4-(4-Bromo-1-methyl-1H-pyrazole-3-carbonyl)-piperazin-1-yl]-1-(2-methoxy-phenyl)-ethanone BrC=1C(=NN(C1)C)C(=O)N1CCN(CC1)CC(=O)C1=C(C=CC=C1)OC